tetrapropyl-1,2-propylenediamine C(CC)N(CC(C)N(CCC)CCC)CCC